Cl.FC(OC1CCC(CC1)N)F (1r,4r)-4-(difluoromethoxy)cyclohexane-1-amine hydrochloride